N1=C(C=NC=C1)NC1=C(C(=NN1COCC[Si](C)(C)C)C1=CC(=C(C=C1)NS(=O)(=O)CC(F)(F)F)O[C@@H](C)C1=NC=CC=C1)C(=O)N 5-[(pyrazin-2-yl)amino]-3-{3-[(1S)-1-(pyridin-2-yl)ethoxy]-4-(2,2,2-trifluoroethanesulfonamido)phenyl}-1-{[2-(trimethylsilyl)ethoxy]methyl}-1H-pyrazole-4-carboxamide